COC1=CC=C(CN(S(=O)(=O)[C@H](C=O)C[C@@H]2OCCC2)CC2=CC=C(C=C2)OC)C=C1 (S)-N,N-BIS(4-METHOXYBENZYL)-1-OXO-3-((R)-TETRAHYDROFURAN-2-YL)PROPANE-2-SULFONAMIDE